Cl.ClC=1C=CC(=C(CNCC2CCNCC2)C1)OCC N-(5-chloro-2-ethoxybenzyl)-1-(piperidin-4-yl)methanamine hydrochloride